C(C)C(C(=O)[O-])=CCC 2,3-diethylacrylate